4-methyl-1,3,5-triazine CC1=NC=NC=N1